O=C1N(CC2=CC(=CC=C12)C1=NC=CC(=C1)CN1[C@H](CCC1)C1=CC=CC=C1)C1C(NC(CC1)=O)=O 3-(1-oxo-5-(4-(((R)-2-phenylpyrrolidin-1-yl)methyl)pyridin-2-yl)isoindolin-2-yl)piperidine-2,6-dione